FC1=CC=C(CNC2=NC(=NC=C2C)NC=2C=CC(=C(C(=O)OC)C2)B2OC(C(O2)(C)C)(C)C)C=C1 methyl 5-((4-((4-fluorobenzyl)amino)-5-methylpyrimidin-2-yl)amino)-2-(4,4,5,5-tetramethyl-1,3,2-dioxaborolan-2-yl)benzoate